trans-N1-methyl-N4-(5-(quinolin-6-yl)pyrrolo[2,1-f][1,2,4]triazin-2-yl)cyclohexane-1,4-diamine CN[C@@H]1CC[C@H](CC1)NC1=NN2C(C=N1)=C(C=C2)C=2C=C1C=CC=NC1=CC2